(8S,9aR)-8-(2,3-dichloro-6-hydroxyphenyl)-2-[(2S)-2,3-dihydroxypropanoyl]-hexahydro-1H-pyrido[1,2-a]pyrazin-4-one ClC1=C(C(=CC=C1Cl)O)[C@@H]1C[C@H]2N(C(CN(C2)C([C@H](CO)O)=O)=O)CC1